1,2,3,4-tetrahydro-1-acetylquinoline C(C)(=O)N1CCCC2=CC=CC=C12